3-bromo-5-(3-chloro-2-fluorophenyl)-4-methylpyridine BrC=1C=NC=C(C1C)C1=C(C(=CC=C1)Cl)F